1-(4-{4-[(3S)-2,3-dihydro[1,4]dioxino[2,3-b]pyridin-3-yl]benzyl}-1,4-diazepan-1-yl)ethanone O1C[C@@H](OC2=NC=CC=C21)C2=CC=C(CN1CCN(CCC1)C(C)=O)C=C2